C[Si](N1CN(CNC1)[Si](C)(C)C)(C)C 1,3-Ditrimethylsilyl-1,3,5-triazinane